(dibenzothiophenylphenyl)(spirobifluorenyl)amine C1(=CC=CC=2SC3=C(C21)C=CC=C3)C3=C(C=CC=C3)NC=3C2(C1=CC4=CC=CC=C4C1=CC3)C=CC=C3C1=CC=CC=C1C=C32